(2S,4S)-4-tritylmercapto-pyrrolidine-2-carboxylic acid C(C1=CC=CC=C1)(C1=CC=CC=C1)(C1=CC=CC=C1)S[C@H]1C[C@H](NC1)C(=O)O